CN1C(C(C2=CC(=CC=C12)OC)(C)C)C N-methyl-5-methoxy-2,3,3-trimethylindole